C(#N)C1=C(C=C(C=C1)NC([C@@](CN1N=CC(=C1)NC(OC(C)(C)C)=O)(C)O)=O)C(F)(F)F tert-Butyl (S)-(1-(3-((4-cyano-3-(trifluoromethyl)phenyl)amino)-2-hydroxy-2-methyl-3-oxopropyl)-1H-pyrazol-4-yl)carbamate